6-[1-[4-(trifluoromethoxy)phenyl]-1,2,4-triazol-3-yl]Quinolin-2-amine FC(OC1=CC=C(C=C1)N1N=C(N=C1)C=1C=C2C=CC(=NC2=CC1)N)(F)F